C(=C)S(=O)(=O)NCCCCCC(=O)O 6-(vinylsulphonylamino)hexanoic acid